C(C1=CC=CC=C1)N(C1=NC(=NC=2C(CCCC12)OCCN1CC(CC1)(F)F)N1C(=CC=2C(=CC=CC12)C#N)C)CC1=C(C=C(C=C1)OC)OC 1-(4-(benzyl(2,4-dimethoxybenzyl)amino)-8-(2-(3,3-difluoropyrrolidin-1-yl)ethoxy)-5,6,7,8-tetrahydroquinazolin-2-yl)-2-methyl-indole-4-carbonitrile